N1=CC=CC2=CC(=CC=C12)C=1C=CN2N=C(N=CC21)NC2CC1(COC1)C2 5-(quinolin-6-yl)-N-(2-oxaspiro[3.3]heptane-6-yl)pyrrolo[2,1-f][1,2,4]triazin-2-amine